C(C)NC1=CC2=C(C(N(N=C2C(C)C)C2(CC2)C(=O)OC(C)(C)C)=O)S1 Tert-butyl 1-[2-(ethylamino)-4-isopropyl-7-oxo-thieno[2,3-d]pyridazin-6-yl]cyclopropanecarboxylate